N=1C(=CN2C1COCC2)C=2C=C(C=CC2NC2=CC=C(C=C2)C(F)(F)F)S(=O)(=O)N(C)CC2=CC=C(C=C2)OC 3-(5,6-dihydro-8H-imidazo[2,1-c][1,4]oxazin-2-yl)-N-(4-methoxybenzyl)-N-methyl-4-((4-(trifluoromethyl)phenyl)amino)benzenesulfonamide